FC(C=1C=CC(=NC1)N[C@H]1C[C@H](CCC1)C1=NN=C2N1C=CC(=C2)C#C[Si](C)(C)C)(F)F 5-(trifluoromethyl)-N-[(1R,3S)-3-[7-(2-trimethylsilylethynyl)-[1,2,4]triazolo[4,3-a]pyridin-3-yl]cyclohexyl]pyridin-2-amine